N-Dodecylpyridinium acetat C(C)(=O)[O-].C(CCCCCCCCCCC)[N+]1=CC=CC=C1